OC1=C(C=C(C=C1C(C)(C)C)C1=NC=NC=N1)C(C)(C)C 6-(4-hydroxy-3,5-di-tert-butylphenyl)1,3,5-triazine